3-methyl-5-[5-[1-[2-(1-oxoisoindolin-2-yl)acetyl]-4-piperidyl]-1,2,4-oxadiazol-3-yl]-1H-benzimidazol-2-one CN1C(NC2=C1C=C(C=C2)C2=NOC(=N2)C2CCN(CC2)C(CN2C(C1=CC=CC=C1C2)=O)=O)=O